5-{4-amino-7-[3-(dimethylamino)prop-1-ynyl]-2-{4-[(2-fluoroacrylamido)]phenyl}-1-methylpyrrolo[3,2-c]pyridin-3-yl}-3-chloro-N-[(fluorocyclopropyl)methyl]pyridine-2-carboxamide NC1=NC=C(C2=C1C(=C(N2C)C2=CC=C(C=C2)NC(C(=C)F)=O)C=2C=C(C(=NC2)C(=O)NCC2(CC2)F)Cl)C#CCN(C)C